3-(dimethylamino)-2-(3,4,5-trifluorophenyl)prop-2-enal CN(C=C(C=O)C1=CC(=C(C(=C1)F)F)F)C